BrC1=C(C=2C=CNC2C=C1)C(=O)NC(C)(C)C 5-bromo-N-(tert-butyl)-1H-indole-4-carboxamide